FC=1C=C(C=CC1F)[C@H](C1CCC(N1)=O)F 5-[(R)-(3,4-difluorophenyl)(fluoro)methyl]pyrrolidin-2-one